FC=1C(NC=NC1C(C(F)(F)F)(F)F)=O 5-fluoro-6-(pentafluoroethyl)-3,4-dihydropyrimidin-4-one